6-bromo-2-(2-methoxyethyl)-pyridazin-3(2H)-one BrC=1C=CC(N(N1)CCOC)=O